N-(4-((S)-3-aminopyrrolidin-1-yl)-1-(2-methoxyethyl)-2-methyl-1H-benzo[d]imidazol-5-yl)-3-fluoro-2-(2-fluoro-6-methoxyphenyl)isonicotinamide N[C@@H]1CN(CC1)C1=C(C=CC=2N(C(=NC21)C)CCOC)NC(C2=C(C(=NC=C2)C2=C(C=CC=C2OC)F)F)=O